CC1=NCCC2=C1C=CS2 4-methyl-6H,7H-thieno[3,2-c]pyridine